tert-butyl (1R,2S)-2-[1-(tert-butoxycarbonyl)-3-{[3-methoxy-2-(morpholin-4-yl)pyridin-4-yl]amino}indazol-6-yl]-5'-methoxy-2'-oxospiro[cyclopropane-1,3'-indole]-1'-carboxylate C(C)(C)(C)OC(=O)N1N=C(C2=CC=C(C=C12)[C@@H]1C[C@@]12C(N(C1=CC=C(C=C21)OC)C(=O)OC(C)(C)C)=O)NC2=C(C(=NC=C2)N2CCOCC2)OC